N-tert-butoxycarbonyl-1,10-decanediamine C(C)(C)(C)OC(=O)NCCCCCCCCCCN